C(CCCCCCCCCCCCCCCCC)(=O)OCCCCCCCCCCCC dodecanyl stearate